3-methacryloyloxypropylmethyldiisopropoxysilane C(C(=C)C)(=O)OCCC[Si](OC(C)C)(OC(C)C)C